FC=1C(N(C=C(C1)C1=NC(=NC(=C1)C)S(=O)(=O)CCC(C1=CC=CC=C1)OCC1=C(C=CC=C1)F)CC=1C=C2C=NN(C2=CC1)C)=O 3-fluoro-5-(2-(3-(2-fluorobenzyloxy)-3-phenylpropylsulfonyl)-6-methylpyrimidin-4-yl)-1-((1-methyl-1H-indazol-5-yl)methyl)pyridin-2(1H)-one